butyl 4-(6-(4-amino-3-iodo-1H-pyrazolo[3,4-d]pyrimidin-1-yl)pyrimidin-4-yl)piperazine-1-carboxylate NC1=C2C(=NC=N1)N(N=C2I)C2=CC(=NC=N2)N2CCN(CC2)C(=O)OCCCC